BrC=1C=NC(=NC1)N[C@H](C(=O)O)CCN(CCCCC1=NC=2NCCCC2C=C1)CCOC1=NC=CC=C1 (S)-2-((5-bromopyrimidin-2-yl)amino)-4-((2-(pyridin-2-yloxy)ethyl)(4-(5,6,7,8-tetrahydro-1,8-naphthyridin-2-yl)butyl)amino)butanoic acid